ClC=1C=C2C(=NC(N3C2=C(C1C1=C(C=C(C=C1)F)F)SCC3)=O)N3CCNC1(CCNC1=O)C3 9-chloro-10-(2,4-difluorophenyl)-7-(1-oxo-2,6,9-triazaspiro[4.5]decan-9-yl)-2,3-dihydro-5H-[1,4]thiazino[2,3,4-ij]quinazolin-5-one